chromium (III) dicyclopentadiene C1=CC=CC1.C1=CC=CC1.[Cr+3]